(±)-3-[5-(dimethylcarbamoyl)pyridin-3-yl]-3-{3-[3-(5,6,7,8-tetrahydro-1,8-naphthyridin-2-yl)propyl]-1H-pyrazol-1-yl}propanoic acid CN(C(=O)C=1C=C(C=NC1)[C@@H](CC(=O)O)N1N=C(C=C1)CCCC1=NC=2NCCCC2C=C1)C |r|